C(C)OP(=O)(OCC)CC(=O)N(C)OC 2-diethoxyphosphoryl-N-methoxy-N-methyl-acetamide